C([C@@H](S)[C@H](S)CO)O dithio-threitol